ClC=1C=CC(=NC1)N1N=C2CCC(CC2=C1O)N(CC1=CC=NC=C1)C 2-(5-Chloropyridin-2-yl)-5-[methyl(pyridin-4-ylmethyl)amino]-4,5,6,7-tetrahydro-2H-indazol-3-ol